4-oxo-3-[2-(trifluoromethoxy)ethyl]imidazo[5,1-d][1,2,3,5]tetrazine-8-carboxamide O=C1N2C(N=NN1CCOC(F)(F)F)=C(N=C2)C(=O)N